triisopropylmethane C(C)(C)C(C(C)C)C(C)C